Fmoc-3-4-thiazolyl-l-alanine C(=O)(OCC1C2=CC=CC=C2C2=CC=CC=C12)N[C@@H](CC=1N=CSC1)C(=O)O